OC1CN(C1)C(=O)OC1CCC(CC1)C(N(C1=NC=CC(=C1)C=1C=NN(C1)C(C)C)CC12CCC(CC1)(CC2)C2=CC(=C(C(=C2)F)OC)F)=O 4-(((4-(3,5-Difluoro-4-methoxyphenyl)bicyclo[2.2.2]octan-1-yl)methyl)(4-(1-isopropyl-1H-pyrazol-4-yl)pyridin-2-yl)carbamoyl)cyclohexyl trans-3-hydroxyazetidine-1-carboxylate